tert-Butyl (3-([3,3'-bipyridin]-6-ylamino)-2-methylpropyl)carbamate N1=CC(=CC=C1NCC(CNC(OC(C)(C)C)=O)C)C=1C=NC=CC1